C(C)(SC1COC1)=O S-Oxetan-3-yl ethanethioate